bis-hydroxyhydrocinnamate OC(C(=O)[O-])(CC1=CC=CC=C1)O